N=1C=NN2C=NC(=CC21)OC2=C(C=C(C=C2)NC2=NC=NC1=CC=C(C=C21)OC2CC1CCC(C2)N1C(C=C)=O)C 1-(endo-3-((4-((4-([1,2,4]Triazolo[1,5-c]pyrimidin-7-yloxy)-3-meth-ylphenyl)amino)quinazolin-6-yl)-oxy)-8-azabicyclo[3.2.1]octan-8-yl)prop-2-en-1-one